N6-(3-(7-(2-carboxyethyl)-2,8,12,17-tetramethyl-13,18-divinyl-7H,8H-porphyrin-3-yl)propanoyl)-L-lysine C(=O)(O)CCC1C2=CC3=C(C(=C(N3)C=C3C(=C(C(C=C4C(=C(C(=CC(C1C)=N2)N4)C)C=C)=N3)C)C=C)C)CCC(=O)NCCCC[C@H](N)C(=O)O